6-([9-[(2R-3R,4S,5S)-3,4-dihydroxy-5-[(methylsulfanyl)methyl]oxolan-2-yl]-9H-purin-6-yl]amino)hexanamide O[C@H]1[C@@H](O[C@@H]([C@H]1O)CSC)N1C2=NC=NC(=C2N=C1)NCCCCCC(=O)N